(3S)-3-(7-{[(6S)-6-ethyl-2-hydroxy-5,6,7,9-tetrahydro-8H-pyrido[2,3-c]azepin-8-yl]methyl}-1-benzothiophen-5-yl)-3-(1,4,7-trimethyl-1H-benzotriazol-5-yl)propanoic acid C(C)[C@H]1CC2=C(CN(C1)CC1=CC(=CC=3C=CSC31)[C@H](CC(=O)O)C3=C(C1=C(N(N=N1)C)C(=C3)C)C)N=C(C=C2)O